[N+](=O)([O-])C1=CC=C(OP(=O)(OC2=CC=CC=C2)N[C@@H](C)C(=O)OCC(C)(C)OP(=O)(OCC2=CC=CC=C2)OCC2=CC=CC=C2)C=C1 2-((bis(benzyloxy)phosphoryl)oxy)-2-methylpropyl ((4-nitrophenoxy)(phenoxy)phosphoryl)-L-alaninate